2-(7-((2S,5R)-4-(1-(2,3-dimethylquinoxalin-6-yl)ethyl)-2,5-dimethylpiperazine-1-yl)-4-methyl-5-oxo-4,5-dihydro-2H-pyrazolo[4,3-b]Pyridin-2-yl)acetonitrile CC1=NC2=CC=C(C=C2N=C1C)C(C)N1C[C@@H](N(C[C@H]1C)C=1C=2C(N(C(C1)=O)C)=CN(N2)CC#N)C